(1H-benzo[d]imidazol-2-yl)(7-bromo-1H-indol-3-yl)methanone N1C(=NC2=C1C=CC=C2)C(=O)C2=CNC1=C(C=CC=C21)Br